ethyl 4-([1,4'-bipiperidin]-1'-yl)-3-((4-ethylphenyl)sulfonyl)quinoline-6-carboxylate N1(CCCCC1)C1CCN(CC1)C1=C(C=NC2=CC=C(C=C12)C(=O)OCC)S(=O)(=O)C1=CC=C(C=C1)CC